azetidine-3-carbonitrile monotrifluoroacetate FC(C(=O)O)(F)F.N1CC(C1)C#N